2-Methyl-5-ethyl-pyridin CC1=NC=C(C=C1)CC